ClC1=C(C(=CC=C1)Cl)N1N=C(C(=N1)C(=O)N)NC1=CC=C(C=C1)C=1N(C=C(N1)C(F)(F)F)CCO 2-(2,6-dichlorophenyl)-5-((4-(1-(2-hydroxyethyl)-4-(trifluoromethyl)-1H-imidazol-2-yl)phenyl)amino)-2H-1,2,3-triazole-4-carboxamide